[Cl-].C(C(=C)C)(=O)OCC[N+](CCC[Si](OC)(OC)OC)(C)C 2-methacryloxyethyldimethyl-(3-trimethoxysilylpropyl)ammonium chloride